2-(4-((3S,4R)-7-hydroxy-3-phenylchroman-4-yl)phenyl)-2,7-diazaspiro[3.5]nonane OC1=CC=C2[C@H]([C@H](COC2=C1)C1=CC=CC=C1)C1=CC=C(C=C1)N1CC2(C1)CCNCC2